1-[2-(dimethylamino)ethyl]-N-{[3-(4-{[(3S,4R)-3-fluoro-1-methylpiperidin-4-yl]amino}-1-(2,2,2-trifluoroethyl)-1H-indol-2-yl)-1,2,4-oxadiazol-5-yl]methyl}-1H-pyrrole-3-carboxamide CN(CCN1C=C(C=C1)C(=O)NCC1=NC(=NO1)C=1N(C2=CC=CC(=C2C1)N[C@H]1[C@H](CN(CC1)C)F)CC(F)(F)F)C